FC=1C=NC(=NC1)N1CCN(CC1)NC1=CC=CC=C1 (4-(5-fluoropyrimidin-2-yl)piperazin-1-yl)aniline